(S)-2-((S)-3-(5-(((3,3-difluorocyclobutyl)amino)methyl)-6-oxo-1,6-dihydropyridin-3-yl)-4,4-difluoropiperidin-1-yl)-N-(5-(2,4-difluorophenoxy)pyridin-2-yl)propanamide FC1(CC(C1)NCC1=CC(=CNC1=O)[C@H]1CN(CCC1(F)F)[C@H](C(=O)NC1=NC=C(C=C1)OC1=C(C=C(C=C1)F)F)C)F